C(C1=CC=CC=C1)O[C@@H]1[C@H](N(C[C@@H]([C@H]1OCC1=CC=CC=C1)OCC1=CC=CC=C1)CCC1=C(C(=CC=C1)F)F)C (2R,3R,4R,5S)-3,4,5-tris(benzyloxy)-1-(2,3-difluorophenethyl)-2-methylpiperidine